2-(3-chloro-2-butenyl)-2-isobutyl-1,3-propanediol ClC(=CCC(CO)(CO)CC(C)C)C